CN1CCN(CC1)NC(=O)C=1C=NNC1 N-(1-methylpiperazin-4-yl)pyrazole-4-carboxamide